NC1=NC(=NC(=C1C#N)C1=NC(=CC=C1)N1C[C@@H](CC1)OC)N1N=C(C=C1C)C (R)-4-amino-2-(3,5-dimethyl-1H-pyrazol-1-yl)-6-(6-(3-methoxypyrrolidin-1-yl)pyridin-2-yl)pyrimidine-5-carbonitrile